C(C=C)(=O)N1C[C@@H](N(C[C@H]1C)C=1C2=C(N(C(N1)=O)C=1C(=NC=CC1C)C(C)C)N=C(C(=C2)Cl)Cl)C 4-((2S,5R)-4-acryloyl-2,5-dimethylpiperazin-1-yl)-6,7-dichloro-1-(2-isopropyl-4-methylpyridin-3-yl)pyrido[2,3-d]pyrimidin-2(1H)-one